azobisIsobutyronitrile N(=NC(C#N)(C)C)C(C#N)(C)C